(2S,5R)-2-(N-((5-fluoropyridin-2-yl)sulfonyl)carbamimidoyl)-7-oxo-1,6-diazabicyclo[3.2.1]octan-6-yl hydrogen sulfate S(=O)(=O)(ON1[C@@H]2CC[C@H](N(C1=O)C2)C(NS(=O)(=O)C2=NC=C(C=C2)F)=N)O